3-(3-bromo-4-hydroxyphenyl)-2-hydroxyiminopropylaminohexanamide methyl-7-fluoro-1-((2-(4-fluorophenyl)thiazol-5-yl)sulfonyl)-1,2,3,4-tetrahydroquinoline-6-carboxylate COC(=O)C=1C=C2CCCN(C2=CC1F)S(=O)(=O)C1=CN=C(S1)C1=CC=C(C=C1)F.BrC=1C=C(C=CC1O)CC(CNC(C(=O)N)CCCC)=NO